COCC1(CNC1)C1=NC=CC=N1 2-(3-(methoxymethyl)azetidin-3-yl)pyrimidine